FC(N1N=C(C=C1)C1(CC1)NC1=NC(=NC(=N1)C1=CC=C2C=CN(C2=C1)C)N)F N4-[1-[1-(difluoromethyl)pyrazol-3-yl]cyclopropyl]-6-(1-methylindol-6-yl)-1,3,5-triazine-2,4-diamine